(4-(4-chloroquinolin-6-yl)-3-fluorophenyl)(4-hydroxypiperidin-1-yl)methanone ClC1=CC=NC2=CC=C(C=C12)C1=C(C=C(C=C1)C(=O)N1CCC(CC1)O)F